hydroxypropanesulfonic acid sodium salt [Na+].OC(CC)S(=O)(=O)[O-]